ClC1=CC2=C(C(C=3NC4=CC(=CC=C4C3C2=O)C#C)(C)C)C=C1N1CCC(CC1)N1CCN(CC1)C 9-chloro-3-ethynyl-6,6-dimethyl-8-(4-(4-methylpiperazin-1-yl)piperidin-1-yl)-5,6-dihydro-11H-benzo[b]carbazol-11-one